ClC1=C(N=CC=2N3C=4CCCC4N=C3C(N=C(C12)C1=C(C=CC=C1F)F)C)C(F)(F)F 6-chloro-8-(2,6-difluorophenyl)-10-methyl-5-(trifluoromethyl)-1,4,9,12-tetrazatetracyclo[9.6.0.02,7.013,17]heptadeca-2(7),3,5,8,11,13(17)-hexaene